C(C1=CC=CC=C1)N(C(C(=O)OCC(F)(F)F)=O)CC1=NC=CC=N1 2,2,2-trifluoroethyl 2-[benzyl(pyrimidin-2-ylmethyl)amino]-2-oxo-acetate